2-((E)-((E)-3-bromo-5-methoxy-4-((E)-3-(3-methoxyphenyl)acryloyloxy)benzylidene)amino)-3-methylpentanoic acid BrC=1C=C(\C=N\C(C(=O)O)C(CC)C)C=C(C1OC(\C=C\C1=CC(=CC=C1)OC)=O)OC